1-(4-(6-chloro-2-((1-cyclopropyl-piperidin-4-yl)methoxy)-8-fluoro-7-(5-methyl-1H-indazol-4-yl)quinazolin-4-yl)piperazin-1-yl)prop-2-en-1-one ClC=1C=C2C(=NC(=NC2=C(C1C1=C2C=NNC2=CC=C1C)F)OCC1CCN(CC1)C1CC1)N1CCN(CC1)C(C=C)=O